N-((1,2,3,5,6,7-hexahydro-s-indacen-4-yl)carbamoyl)-N'-(pyridin-2-ylmethyl)-6,7-dihydro-5H-pyrazolo[5,1-b][1,3]oxazine-3-sulfonimidamide C1CCC2=C(C=3CCCC3C=C12)NC(=O)NS(=O)(=NCC1=NC=CC=C1)C=1C=NN2C1OCCC2